FC(COC1=C(C=NC=N1)C#N)(F)F 6-(2,2,2-trifluoroethoxy)pyrimidine-5-carbonitrile